4-({1-[(E)-2-(4,4,5,5-tetramethyl-1,3,2-dioxaborolan-2-yl)ethenyl]cyclopropyl}methyl)morpholine CC1(OB(OC1(C)C)/C=C/C1(CC1)CN1CCOCC1)C